12-hydroxy-stearat OC(CCCCCCCCCCC(=O)[O-])CCCCCC